8-chloro-6-[(5-fluoropyrimidin-4-yl)amino]spiro[2H-imidazo[1,5-a]pyridine-3,1'-cyclohexane]-1,5-dione ClC1=C2N(C(C(=C1)NC1=NC=NC=C1F)=O)C1(CCCCC1)NC2=O